C12(CC(C1)C2)N2CCN(CC2)C2=C(C=CC=C2)N(S(=O)(=O)C2=CC=C(C=C2)S(=O)(=O)NC)C N1-(2-(4-(bicyclo[1.1.1]pentan-1-yl)piperazin-1-yl)phenyl)-N4,N1-dimethylbenzene-1,4-disulfonamide